ClC=1C(=NC(=NC1C(F)(F)F)N1[C@H](CC1)C)C1=NOC(=N1)C1CCNCC1 (S)-3-(5-chloro-2-(2-methylazetidin-1-yl)-6-(trifluoromethyl)pyrimidine-4-yl)-5-(piperidin-4-yl)-1,2,4-oxadiazole